ClC=1N=C(C2=C(N1)CNC(C2)C)Cl 2,4-dichloro-6-methyl-5,6,7,8-tetrahydropyrido[3,4-d]pyrimidine